COC1=CC=2N(C=C1C(=O)NC1=NC(=CC=C1)C(F)(F)F)C=C(N2)C2(CC2)OC 7-methoxy-2-(1-methoxycyclopropyl)-N-(6-(trifluoromethyl)pyridin-2-yl)imidazo[1,2-a]pyridine-6-carboxamide